NC1=CN=NC2=CC(=CC=C12)C=1C=C(C=CC1N1N=CC=C1C#N)B(O)O [3-(4-aminocinnolin-7-yl)-4-(5-cyano-1H-pyrazol-1-yl)phenyl]boronic acid